ClC=1C=C(C=C(C1)C(F)(F)F)C(C(F)(F)F)=O 1-(3-chloro-5-(trifluoromethyl)phenyl)-2,2,2-trifluoroethan-1-one